(5'S,7a'R)-5'-(3,5-difluorophenyl)-1-(2-methylbenzene-1-carbonyl)tetrahydro-3'H-spiro[piperidine-4,2'-pyrrolo[2,1-b][1,3]oxazol]-3'-one FC=1C=C(C=C(C1)F)[C@@H]1CC[C@H]2OC3(C(N21)=O)CCN(CC3)C(=O)C3=C(C=CC=C3)C